O1CCN(CC1)CC(CO)O 3-morpholino-1,2-propanediol